(S)-N-(1-hydroxypropan-2-yl)-2-(1-methyl-1H-pyrazol-4-yl)-3-oxo-6-(pyridin-4-yl)-2,3-dihydropyridazine-4-carboxamide OC[C@H](C)NC(=O)C=1C(N(N=C(C1)C1=CC=NC=C1)C=1C=NN(C1)C)=O